Proline HCl Cl.N1[C@@H](CCC1)C(=O)O